3-(2-oxooxazolidin-3-yl)benzoic acid O=C1OCCN1C=1C=C(C(=O)O)C=CC1